Benzyl 1-((3-(4-aminoimidazo[2,1-f][1,2,4]triazin-7-yl)-4-methylphenyl)sulfonamido)-3-azabicyclo[3.1.1]heptane-3-carboxylate NC1=NC=NN2C1=NC=C2C=2C=C(C=CC2C)S(=O)(=O)NC21CN(CC(C2)C1)C(=O)OCC1=CC=CC=C1